C(C=C)N(S(=O)(=O)C1=CC=C(C=C1)C)C1=C(C=CC(=C1)C)C(=C)C1=CC=CC=C1 N-allyl-4-methyl-N-(5-methyl-2-(1-phenylvinyl)phenyl)benzenesulfonamide